C(#N)C=1C=CC(=C2C=CC=NC12)N1C[C@]2(C[C@]2(C1)C(F)(F)F)C(=O)N[C@H]1CN(CCC1(F)F)C(=O)OC(C)(C)C |o1:14,16| tert-butyl (S)-3-((1R,5S) or (1S,5R)-3-(8-cyanoquinolin-5-yl)-5-(trifluoromethyl)-3-azabicyclo[3.1.0]hexane-1-carboxamido)-4,4-difluoropiperidine-1-carboxylate